C12CNCC(CC1)N2C2=CN1C(=NC(=CC1=O)C=1C=C(C=3N(N1)C=C(N3)C)C)S2 2-(3,8-diazabicyclo[3.2.1]octan-8-yl)-7-(2,8-dimethylimidazo[1,2-b]pyridazin-6-yl)thiazolo[3,2-a]pyrimidin-5-one